methyl (Z)-2-[5-(4-chloro-3-propyl-pyrazol-1-yl)-2-methyl-phenoxy]-3-methoxy-prop-2-enoate ClC=1C(=NN(C1)C=1C=CC(=C(O\C(\C(=O)OC)=C/OC)C1)C)CCC